Benzylmagnesium bromide C(C1=CC=CC=C1)[Mg]Br